CC1=CC=C(C=C1)S(=O)(=O)O.ClC1=CC(=C(C=C1)C1(OC2=C(O1)C=CC(=C2C2=CC(NCC2)=O)F)C)F 4-(2-(4-Chloro-2-fluorophenyl)-5-fluoro-2-methylbenzo[d][1,3]dioxol-4-yl)-5,6-dihydropyridin-2(1H)-one p-methylbenzenesulfonate